CC(=C)[C@@H]1CC[C@@](C=C1)(C)O trans-1-methyl-4-(1-methylvinyl)cyclohex-2-en-1-ol